2-chloro-6-methoxy-1,3-benzothiazole ClC=1SC2=C(N1)C=CC(=C2)OC